C(CCCCCCC)C(C(=O)OCCCCCCCNCCO)CCCCCCCC 7-(2-hydroxyethylamino)heptyl 2-octyldecanoate